FC1=C(C=CC(=C1C(=O)C=1C=C2N=CC=NC2=CC1)F)NC(=O)NC1=CC(=CC=C1)C(F)(F)F 1-(2,4-difluoro-3-(quinoxaline-6-carbonyl)phenyl)-3-(3-(trifluoromethyl)phenyl)urea